2-(3-chloro-5-(trifluoromethyl)pyridin-2-yl)malonic acid ClC=1C(=NC=C(C1)C(F)(F)F)C(C(=O)O)C(=O)O